FC1=C(CC=2C(=NC=C(N2)C2=CC=CC=C2)N[C@@H](CC2=CC=CC=C2)C(=O)O)C=CC=C1 (3-(2-fluorobenzyl)-5-phenylpyrazine-2-yl)phenylalanine